FC1=C(CN2N=C(C=3C2=NC=CC3)C3=NC(=C(C(=N3)N)N=NC3=CC=CC=C3)N)C=CC=C1 2-[1-(2-fluorobenzyl)-1H-pyrazolo[3,4-b]pyridin-3-yl]-5-[phenyl-diazenyl]-4,6-pyrimidinediamine